NC=1C(=NC=CC1C=O)Br 3-AMINO-2-BROMOPYRIDINE-4-CARBOXALDEHYDE